C(C)(=O)[N+]1=CN(C2=C1C=C(C=C2)C)C 1-acetyl-3,6-dimethylbenzimidazolium